BrC=1C=C(C(=CC1)C)C 4-bromo-1,2-xylene